C(C)OC(=O)[C@@H]1CN(CCC1)C(C(C)OC1=CC=C2C(=CC(OC2=C1)=O)C1=C(C=CC=C1)Cl)=O (3S)-1-[2-[4-(2-chlorophenyl)-2-oxo-chromen-7-yl]oxypropionyl]piperidine-3-carboxylic acid ethyl ester